undecyl 8-bromo-2,2-dimethyl-octanoate BrCCCCCCC(C(=O)OCCCCCCCCCCC)(C)C